2-amino-3,4,8-trimethyl-imidazo[4,5-f]quinoxaline NC=1N(C=2C(=C3N=C(C=NC3=CC2C)C)N1)C